6-(3-aminopropyl)-7-(6-(bis(4-methoxybenzyl)amino)-4-methyl-3-(trifluoromethyl)pyridin-2-yl)-5,8-difluoroquinazoline-2,4(1H,3H)-dione NCCCC=1C(=C2C(NC(NC2=C(C1C1=NC(=CC(=C1C(F)(F)F)C)N(CC1=CC=C(C=C1)OC)CC1=CC=C(C=C1)OC)F)=O)=O)F